COC=1C=C(C=CC1OC)C1CO1 3-(3,4-dimethoxyphenyl)oxirane